C(C)(C)(C)OC(=O)N(C=1N=C(C2=C(N1)N(C=C2)C(=O)OC(C)(C)C)C)C(=O)OC(C)(C)C tert-butyl 2-[bis(tert-butoxycarbonyl) amino]-4-methyl-7H-pyrrolo[2,3-d]pyrimidine-7-carboxylate